2-(6-(3-oxa-8-azabicyclo[3.2.1]oct-8-yl)-2-methylpyridin-3-yl)spiro[3.3]heptane-2,6-diamine C12COCC(CC1)N2C2=CC=C(C(=N2)C)C2(CC1(C2)CC(C1)N)N